C1(CC1)OC1=C(C=CC(=C1)F)C(=O)N1CC2(C1)CC(C2)N2N=C(C=C2C2=C(C=C(C=C2)F)C)C(F)(F)F (2-cyclopropoxy-4-fluorophenyl){6-[5-(5-fluoro-2-tolyl)-3-(trifluoromethyl)-1-pyrazolyl]-2-aza-2-spiro[3.3]heptyl}methanone